P(=O)(OCC)(OCCOCCOCCOC)OCCOCCOCCOC ethyl bis(2-(2-(2-methoxyethoxy) ethoxy) ethyl) phosphate